4-methoxysalicylate potassium salt [K+].COC=1C=C(C(C(=O)[O-])=CC1)O